di-iodine dioctanoate tellurium [Te+2].C(CCCCCCC)(=O)[O-].C(CCCCCCC)(=O)[O-].[I+].[I+]